[Na].[Na].C#1C(CCCCCCCC(CCCC1)S)S cyclotetradecyne-2,10-bis(thiol) disodium salt